C(C)(C)(C)OC(=O)N([C@H](C(=O)O[C@@H](C(=O)OCC1=CC=CC=C1)CC1=CC=C(C=C1)N1CC(CC1)(F)F)CC(C)C)C (2R)-1-(benzyloxy)-3-[4-(3,3-difluoropyrrolidin-1-yl) phenyl]-1-oxopropan-2-yl (2S)-2-[[(tert-butoxy) carbonyl] (methyl) amino]-4-methylpentanoate